(3aR,6aS)-5-(5-(6-ethoxy-1H-pyrazolo[3',4':3,4]pyrazolo[1,5-a]pyridin-4-yl)pyridin-2-yl)hexahydropyridol C(C)OC=1C=C(C=2N(C1)N=C1C2C=NN1)C=1C=CC(=NC1)C1CCC(NC1)O